C(N)(OC1=CC(=CC=C1)OC1C(C1)(F)F)=O (3-(2,2-difluorocyclopropoxy)phenyl) carbamate